3-hydroxypiperidin-2-one OC1C(NCCC1)=O